isocyanatoethyl-acrylate N(=C=O)CCOC(C=C)=O